3-benzoyl-1-((3aS,4R,6aR)-6-(((tert-butyldiphenylsilyl)oxy)methyl)-2,2-dimethyl-3a,6a-dihydro-4H-cyclopenta[d][1,3]dioxol-4-yl)pyrimidine-2,4(1H,3H)-dione C(C1=CC=CC=C1)(=O)N1C(N(C=CC1=O)[C@@H]1C=C([C@H]2OC(O[C@H]21)(C)C)CO[Si](C2=CC=CC=C2)(C2=CC=CC=C2)C(C)(C)C)=O